NC1=NC2=C(N1)C=C(C=C2N2CCC(CC2)(F)F)NC(C2=C(C=C(C=C2)S(=O)(=O)C)N2CCC1(CC1)CC2)=O N-(2-amino-4-(4,4-difluoropiperidin-1-yl)-1H-benzo[d]imidazol-6-yl)-4-(methylsulfonyl)-2-(6-azaspiro[2.5]octan-6-yl)benzamide